5-fluoro-2'-deoxyuridine-5'-monophosphate sodium salt [Na+].P(=O)([O-])([O-])OC[C@@H]1[C@H](C[C@@H](O1)N1C(=O)NC(=O)C(=C1)F)O.[Na+]